[1-[(2,4-dichlorophenyl)methyl]-2-(1,3-dioxoisoindolin-2-yl)oxy-ethyl]ammonium ClC1=C(C=CC(=C1)Cl)CC(CON1C(C2=CC=CC=C2C1=O)=O)[NH3+]